8-Bromo-3,6-dimethyl-2-(1-methylpyrazol-4-yl)quinazolin-4-one BrC=1C=C(C=C2C(N(C(=NC12)C=1C=NN(C1)C)C)=O)C